C1(CC1)C1(CN(CC1)C=1C=NC=C(C1)[C@](C1=CC=C(C=C1)C(C)C)(O)C1(CN(C1)C)C)O 3-cyclopropyl-1-{5-[(R)-(1,3-dimethyl-azetidin-3-yl)-hydroxy-(4-isopropyl-phenyl)-methyl]-pyridin-3-yl}-pyrrolidin-3-ol